(R)-3-(amino)-5-phenylpentanoic acid N[C@@H](CC(=O)O)CCC1=CC=CC=C1